7-hydroxy-4-oxo-2,3-dihydro-4H-chromen OC1=CC=C2C(CCOC2=C1)=O